COC=1C=C2CCN(C2=CC1S(=O)(=O)N)C(=O)C=1CC2=CC=C(C=C2C1)C1=NC=CC=C1 5-Methoxy-1-[5-(2-pyridyl)indene-2-carbonyl]indoline-6-sulfonamide